CC1=NSC(=N1)OC1=CC=C(C=C1)C1=NOC(=N1)CC(C(=O)O)=C 2-((3-(4-(3-methyl-1,2,4-thiadiazol-5-yloxy)phenyl)-1,2,4-oxadiazol-5-yl)methyl)acrylic acid